CN1CCN(CC1)C=1C=NN(C1)C1=CC=C(N)C=C1 4-[4-(4-Methylpiperazin-1-yl)pyrazol-1-yl]aniline